ICC(=O)NC1=CC=C(C(=O)O)C=C1 4-(iodoacetyl)aminobenzoic acid